1-(13Z-docosenoyl)-2-(9Z,12Z,15Z-octadecatrienoyl)-sn-glycero-3-phosphocholine CCCCCCCC/C=C\CCCCCCCCCCCC(=O)OC[C@H](COP(=O)([O-])OCC[N+](C)(C)C)OC(=O)CCCCCCC/C=C\C/C=C\C/C=C\CC